{3-[(3S,4S)-4-amino-3-methyl-2-oxa-8-azaspiro[4.5]decan-8-yl]-6-(5-chloro-2H-indazol-6-yl)-5-methylpyrazin-2-yl}methanol N[C@@H]1[C@@H](OCC12CCN(CC2)C=2C(=NC(=C(N2)C)C=2C(=CC1=CNN=C1C2)Cl)CO)C